N[C@H]1CN(CCC1)C(=O)C1=NN(C(=C1)C1=CC(=C(C#N)C=C1)F)C1=C(C=C(C=C1)C1CC1)F (R)-4-(3-(3-aminopiperidine-1-carbonyl)-1-(4-cyclopropyl-2-fluorophenyl)-1H-pyrazol-5-yl)-2-fluorobenzonitrile